2-(3-fluorophenyl)-2,3-dihydro-quinazolin-4(1H)-one FC=1C=C(C=CC1)C1NC2=CC=CC=C2C(N1)=O